N[C@H]1[C@@H]2N(C[C@H]1CC2)C(=O)C2=CC1=C(N(C(=N1)C1=CC=3C=CC=4C=CNC4C3N1CC1CC1)C)C(=C2)F [(1R,4R,7R)-7-amino-2-azabicyclo[2.2.1]heptan-2-yl]-[2-[1-(cyclopropylmethyl)-8H-pyrrolo[3,2-g]indol-2-yl]-7-fluoro-1-methyl-benzimidazol-5-yl]methanone